FC1=CC=C(C=C1)C1=CC=NC=2N1N(CC2)C2=C(C=C(C=C2)OC)C 7-(4-fluorophenyl)-N-(4-methoxy-2-methylphenyl)pyrazolo[1,5-a]pyrimidine